C(C)(C)[C@H]1C(C[C@@H](CC1)C)(CCO)CCO 2,2'-((2S,5R)-2-isopropyl-5-methylcyclohexane-1,1-diyl)bis(ethan-1-ol)